Ethyl (R)-4-(1-methyl-1H-pyrazol-5-yl)-2-(3-methylmorpholino)imidazo[1,5-a]pyrimidine-8-carboxylate CN1N=CC=C1C1=CC(=NC=2N1C=NC2C(=O)OCC)N2[C@@H](COCC2)C